CN(CCOC1CCN(CC1)C=1C=C2C(=CN1)NN=C2C)C N,N-Dimethyl-2-((1-(3-methyl-1H-pyrazolo[3,4-c]pyridin-5-yl)piperidin-4-yl)oxy)ethanamine